ClC=1N=C(C2=C(N1)CNCC2)N2C[C@@H](N(CC2)C(=O)OCC2=CC=CC=C2)CC#N Benzyl (S)-4-(2-chloro-5,6,7,8-tetrahydropyrido[3,4-d]pyrimidin-4-yl)-2-(cyanomethyl)piperazine-1-carboxylate